(4-(1-methyl-1H-indol-3-yl)pyrimidin-2-yl)-5-nitrobenzene-1,4-diamine CN1C=C(C2=CC=CC=C12)C1=NC(=NC=C1)C1=C(C=C(C(=C1)N)[N+](=O)[O-])N